5-(2-((5-(4-methylpiperazin-1-yl)-2-(trifluoromethoxy)phenyl)amino)pyrimidin-4-yl)isoindole CN1CCN(CC1)C=1C=CC(=C(C1)NC1=NC=CC(=N1)C1=CC2=CNC=C2C=C1)OC(F)(F)F